COC1=NC2=CC(=CC(=C2N=C1)C=1SC2=C(N1)C=CC1=C2C[C@H](O1)CNC(OCC1=CC(=CC=C1)C#N)=O)C (S)-3-cyanobenzyl ((2-(2-methoxy-7-methylquinoxalin-5-yl)-7,8-dihydrobenzofuro[5,4-d]thiazol-7-yl)methyl)carbamate